(2-chloro-5-fluorophenyl)-4-[(4-methoxyphenyl)methyl]-1-(2-nitrobenzenesulfonyl)-5-oxo-N-[3-(trifluoromethyl)cyclohexyl]piperazine-2-carboxamide ClC1=C(C=C(C=C1)F)C1(N(CC(N(C1)CC1=CC=C(C=C1)OC)=O)S(=O)(=O)C1=C(C=CC=C1)[N+](=O)[O-])C(=O)NC1CC(CCC1)C(F)(F)F